boronophenyl-alanine B(O)(O)N([C@@H](C)C(=O)O)C1=CC=CC=C1